N-(1-cyanocyclopropyl)-3-(5-(difluoromethyl)-1,3,4-thiadiazol-2-yl)-8-(3-methoxypropoxy)imidazo[1,5-a]pyridine-6-sulfonamide C(#N)C1(CC1)NS(=O)(=O)C=1C=C(C=2N(C1)C(=NC2)C=2SC(=NN2)C(F)F)OCCCOC